4-(2-{5-[(R)-(1,3-Dimethyl-azetidin-3-yl)-hydroxy-(4-isopropyl-phenyl)-methyl]-pyridin-3-yl}-pyrimidin-4-yl)-piperidin CN1CC(C1)(C)[C@@](C=1C=C(C=NC1)C1=NC=CC(=N1)C1CCNCC1)(C1=CC=C(C=C1)C(C)C)O